isobutyl (R)-2-amino-3-(7-methylthieno[3,2-b]pyridine-2-carboxamido)propanoate N[C@@H](C(=O)OCC(C)C)CNC(=O)C1=CC2=NC=CC(=C2S1)C